di(aminomethyl)cyclohexane NCC1(CCCCC1)CN